(Z)-2-cyano-N-(5-(ethylsulfonyl)pyrimidin-2-yl)-3-hydroxy-3-(5-methylisoxazol-4-yl)acrylamide C(#N)/C(/C(=O)NC1=NC=C(C=N1)S(=O)(=O)CC)=C(\C=1C=NOC1C)/O